1-(2-Methoxy-4-(trifluoromethyl)phenyl)pyrrolo[1,2-d][1,2,4]triazine-4(3H)-thione COC1=C(C=CC(=C1)C(F)(F)F)C=1C=2N(C(NN1)=S)C=CC2